2-chloro-5-(4-iodo-1-(triisopropylsilyl)-1H-pyrrol-2-yl)-4-methoxypyridine ClC1=NC=C(C(=C1)OC)C=1N(C=C(C1)I)[Si](C(C)C)(C(C)C)C(C)C